α-bromoacetic acid isopropyl ester C(C)(C)OC(CBr)=O